triazinyl-aminostilbene N1=NN=C(C=C1)C=1C(=C(C=CC1)C=CC1=CC=CC=C1)N